CS(=O)CC methylethyl sulfoxide